Cl.Cl.C1N(CCC2=CC=CC=C12)C[C@H](CN1CCOC2=C(C1=O)C=CC(=C2)OC2C(CNCC2)F)O 4-[(2R)-3-(3,4-dihydro-1H-isoquinolin-2-yl)-2-hydroxypropyl]-8-[(3-fluoro-4-piperidyl)oxy]-2,3-dihydro-1,4-benzoxazepin-5-one dihydrochloride